8-(6-chloropyrazin-2-yl)-N-(2,3-dihydrO-1,4-benzoxazin-4-yl)-4-morpholino-quinoline-3-carboxamide ClC1=CN=CC(=N1)C=1C=CC=C2C(=C(C=NC12)C(=O)NN1CCOC2=C1C=CC=C2)N2CCOCC2